COC(=O)C=1C=C(C=CC1C)C#CC1N(CC1)C(=O)OC(C)(C)C tert-Butyl 2-((3-(methoxycarbonyl)-4-methylphenyl) ethynyl)azetidine-1-carboxylate